(3-chloro-6-(difluoromethyl)-2-fluorophenyl)-1-methyl-6-oxo-1,6-dihydropyrimidine-2-carboxylic acid methyl ester COC(=O)C=1N(C(C=C(N1)C1=C(C(=CC=C1C(F)F)Cl)F)=O)C